C(CCCCCCCCCCC)OC(C(=O)O)CCCCCCCCCCCCCCCC=O (dodecyloxy)-18-oxooctadecanoic acid